C(C)N1CCC(CC1)C(C(=O)NCC(=O)OCC)N(C(CCCCCCCCCCCCC)=O)CC(CCCCCCCCCC)CCCCCCCC Ethyl (2-(1-ethylpiperidin-4-yl)-2-(N-(2-octyldodecyl)tetradecanamido)acetyl)glycinate